ClC1=CC=C(C=C1)C1CC(C1)C(=O)N 3-(4-chlorophenyl)cyclobutanecarboxamide